CC(C(=O)OCC)(C)C=1N=NC=CC1 ethyl 2-methyl-2-(pyridazin-3-yl)propanoate